3,3-difluoro-N-[2-fluoro-4-[2-[[(3S,5S)-5-fluoro-3-piperidyl]amino]-8-isopropyl-7-oxo-pteridin-6-yl]phenyl]butane-1-sulfonamide FC(CCS(=O)(=O)NC1=C(C=C(C=C1)C1=NC=2C=NC(=NC2N(C1=O)C(C)C)N[C@@H]1CNC[C@H](C1)F)F)(C)F